C1(CC1)C1=NN(C(=C1)C1=NN(C2=C1C(=NC=C2C)N)C(C)C)C2OCCCC2 3-(3-cyclopropyl-1-(tetrahydro-2H-pyran-2-yl)-1H-pyrazol-5-yl)-1-isopropyl-7-methyl-1H-pyrazolo[4,3-c]pyridin-4-amine